N,N-dibutylpropanediamine C(CCC)N(C(CC)N)CCCC